tert-Butyl-((1R)-2-isothiocyano-1-methyl-ethoxy)-dimethyl-silane C(C)(C)(C)[Si](C)(C)O[C@@H](CN=C=S)C